C(C)OC(=O)C1=C(C2=C(S1)C=CC=C2F)COC2=C(C=C(C=C2)C#N)F 3-((4-cyano-2-fluorophenoxy)methyl)-4-fluorobenzo[b]thiophene-2-carboxylic acid ethyl ester